FC=1C(=CC=C2C(=NC(=NC12)OC[C@H]1N(CCC1)C)N1C[C@H]2CC[C@@H](C1)N2C(CCS(=O)(=O)N)=O)C2=CC(=CC1=CC=CC=C21)O 3-((1R,5S)-3-(8-fluoro-7-(3-hydroxynaphthalen-1-yl)-2-(((S)-1-methylpyrrolidin-2-yl)methoxy)quinazolin-4-yl)-3,8-diazabicyclo[3.2.1]octan-8-yl)-3-oxopropane-1-sulfonamide